barium bissulfosuccinate salt S(=O)(=O)(O)C(C(C(=O)[O-])S(=O)(=O)O)C(=O)[O-].[Ba+2]